2-(3-oxo-1-(1H-pyrazol-4-yl)-4,6,7,8-tetrahydro-3H-9-oxa-2-thia-4-azabenzo[cd]azulen-5-yl)acetonitrile O=C1NC(=C2C3=C1SC(=C3OCCC2)C=2C=NNC2)CC#N